BrC1=C(C(=CN1COCC[Si](C)(C)C)C(=O)OC)C1=C(C(=CC=C1F)F)C methyl 5-bromo-4-(3,6-difluoro-2-methylphenyl)-1-{[2-(trimethylsilyl)ethoxy]methyl}pyrrole-3-carboxylate